C(C)S(=O)(=O)NC(C1=C(C=C(C=C1)OC(C)C)N1CCN(CC1)CC1=NC2=C(N1C)C=CC=C2)=O N-ethylsulfonyl-4-isopropoxy-2-[4-[(1-methylbenz-imidazol-2-yl)meth-yl]piperazin-1-yl]-benzamide